(+)-(anti)-2-Phenyl-N-{5-[3-(5-phenylacetylamino-[1,3,4]thiadiazol-2-ylamino)-cyclopentylamino]-[1,3,4]thiadiazol-2-yl}-acetamide C1(=CC=CC=C1)CC(=O)NC=1SC(=NN1)NC1CC(CC1)NC=1SC(=NN1)NC(CC1=CC=CC=C1)=O